(4S)-1-(1H-benzo[d]imidazol-6-yl)-4-(bicyclo[1.1.1]pentan-1-yl)-3-fluoroazetidine-2-one N1C=NC2=C1C=C(C=C2)N2C(C([C@@H]2C21CC(C2)C1)F)=O